Methyl (S)-4-(4-(2-(hydroxymethyl)piperidine-1-carbonyl)-5-nitro-2-((2-(trimethylsilyl)ethoxy)methoxy)phenoxy)butanoate OC[C@H]1N(CCCC1)C(=O)C1=CC(=C(OCCCC(=O)OC)C=C1[N+](=O)[O-])OCOCC[Si](C)(C)C